4-[2-Cyclopropyl-6-(4-fluoro-1-oxo-6-{[(1,1,1-trifluoro-3-methoxypropan-2-yl)amino]methyl}-3H-isoindol-2-yl)pyridin-4-yl]-3-(4-methyl-1,2,4-triazol-3-yl)benzonitrile C1(CC1)C1=NC(=CC(=C1)C1=C(C=C(C#N)C=C1)C1=NN=CN1C)N1C(C2=CC(=CC(=C2C1)F)CNC(C(F)(F)F)COC)=O